NCCOCCOCCOCCC(=O)O 3-{2-[2-(2-Amino-ethoxy)-ethoxy]-ethoxy}-propionic acid